7-[(3S,5S)-3,5-dimethylpiperazin-1-yl]-N-(8-fluoro-2-methyl-[1,2,4]triazolo[1,5-a]pyridin-6-yl)-2-methoxy-1,3-benzothiazole-4-carboxamide C[C@H]1CN(C[C@@H](N1)C)C=1C=CC(=C2N=C(SC21)OC)C(=O)NC=2C=C(C=1N(C2)N=C(N1)C)F